[8-[(6Ar,10aR)-1-hydroxy-6,6,9-trimethyl-6a,7,8,10a-tetrahydrobenzo[c]chromen-3-yl]-8-methylnonyl] nitrate [N+](=O)(OCCCCCCCC(C)(C)C1=CC(=C2[C@H]3[C@H](C(OC2=C1)(C)C)CCC(=C3)C)O)[O-]